7-(6-{[(2R,3S,5S)-2-fluoro-8-azabicyclo[3.2.1]octan-3-yl](methyl)amino}-1,2,4-triazin-3-yl)-6-hydroxy-3-methylquinazolin-4-one F[C@@H]1C2CC[C@@H](C[C@@H]1N(C1=CN=C(N=N1)C1=C(C=C3C(N(C=NC3=C1)C)=O)O)C)N2